C1(CC1)C(=O)NC1=NC=C(C(=O)NC([2H])([2H])[2H])C(=C1)NC1=CC=CC=2C=3C([C@@H](N(C12)C)C)=CN(N3)C (S)-6-(cyclopropanecarboxamido)-N-(methyl-d3)-4-((2,4,5-trimethyl-4,5-dihydro-2H-pyrazolo[4,3-c]quinolin-6-yl)amino)nicotinamide